tert-butyl 8-methoxy-2,2-dioxo-6-(4,4,5,5-tetramethyl-1,3,2-dioxaborolan-2-yl)-2H-1,2λ6,3-benzoxathiazine-3(4H)-carboxylate COC1=CC(=CC=2CN(S(OC21)(=O)=O)C(=O)OC(C)(C)C)B2OC(C(O2)(C)C)(C)C